N-methyl-2-(8-(1-methyl-1H-pyrazol-3-yl)-6-(phenylamino)imidazo[1,2-a]pyridin-2-yl)acetamide CNC(CC=1N=C2N(C=C(C=C2C2=NN(C=C2)C)NC2=CC=CC=C2)C1)=O